3,9-diazaspiro[5.5]undecane-3-carboxylic acid tert-butyl ester hydrochloride Cl.C(C)(C)(C)OC(=O)N1CCC2(CC1)CCNCC2